4-[(1R)-1-(3-chloro-2-fluoro-phenyl)ethoxy]-6-[(3S)-pyrrolidin-3-yl]oxy-pyrido[3,2-d]pyrimidine ClC=1C(=C(C=CC1)[C@@H](C)OC=1C2=C(N=CN1)C=CC(=N2)O[C@@H]2CNCC2)F